zinc tetraphenyl-porphyrin C1(=CC=CC=C1)C1=C2C=CC(C(=C3C=CC(=C(C=4C=CC(=C(C5=CC=C1N5)C5=CC=CC=C5)N4)C4=CC=CC=C4)N3)C3=CC=CC=C3)=N2.[Zn]